O1C(=CC2=C1C=CC=C2)C2=CC=C(NC1=CC=CC=C1)C=C2 4-(benzofuran-2-yl)-N-phenylaniline